lanthanum gadolinium silicon oxide [Si]=O.[Gd].[La]